[Si](C1=CC=CC=C1)(C1=CC=CC=C1)(C(C)(C)C)OC[C@@H]1CC[C@@](N1C(=O)OC(C)(C)C)(C(=O)OC)CC(=C)CCl 1-(tert-butyl) 2-methyl (2S,5S)-5-(((tert-butyldiphenylsilyl)oxy)methyl)-2-(2-(chloromethyl) allyl)pyrrolidine-1,2-dicarboxylate